CC1(C(NC(CC1)=O)=O)N1C(C2=CC=C(C=C2C1)CNC(N)=O)=O 3-((2-(3-methyl-2,6-dioxopiperidin-3-yl)-1-oxoisoindolin-5-yl)methyl)urea